IC1=C(C=C(C=C1)F)[C@H](C)O (S)-1-(2-iodo-5-fluorophenyl)ethanol